FC1=C(C=CC(=C1)N1CCNCC1)NC1=NC2=C(C=CC=C2C=N1)C1=NC=CC(=C1)NC(C=C)=O N-(2-(2-((2-fluoro-4-(piperazin-1-yl)phenyl)amino)quinazolin-8-yl)pyridin-4-yl)acrylamide